1-[5-[3-cis-(trifluoromethoxy)cyclobutyl]-1,3,4-oxadiazol-2-yl]Bicyclo[1.1.1]Pentane-3-amine HCl salt Cl.FC(OC1(CCC1)C1=NN=C(O1)C12CC(C1)(C2)N)(F)F